3-(4-isobutyl-2-methylphenyl)-N-isopropyl-propan-1-imine oxide C(C(C)C)C1=CC(=C(C=C1)CCC=[N+](C(C)C)[O-])C